6-fluoro-1-(3-fluoro-4-methylbenzyl)-5-hydroxy-2-oxo-2,3-dihydro-1H-benzo[b]azepine FC1=CC=CC=2N(C(CC=C(C21)O)=O)CC2=CC(=C(C=C2)C)F